9H-xanthene-3,6,7-triyl triacetate C(C)(=O)OC=1C=CC=2CC3=CC(=C(C=C3OC2C1)OC(C)=O)OC(C)=O